methyl phenylcarbamate C1(=CC=CC=C1)NC(OC)=O